tert-butyl 5-((6-(2-cyanoethyl)-7-(2,3-dichlorophenyl)-3-(ethoxycarbonyl)-8-fluoro-2-methylquinolin-4-yl)amino)-2-azabicyclo[2.1.1]hexane-2-carboxylate C(#N)CCC=1C=C2C(=C(C(=NC2=C(C1C1=C(C(=CC=C1)Cl)Cl)F)C)C(=O)OCC)NC1C2CN(C1C2)C(=O)OC(C)(C)C